C(C)(C)(C)OC(=O)N1CC2(C1)C[C@@H](CC2)N2CCC(CC2)C2=C(C=CC=C2)OCC2=CC=CC=C2.C(C2=CC=CC=C2)OC2=C(C=CC=C2)C2CCN(CC2)[C@H]2CC1(CNC1)CC2 (R)-6-(4-(2-(benzyloxy)phenyl)piperidin-1-yl)-2-azaspiro[3.4]octane tert-butyl-(R)-6-(4-(2-(benzyloxy)phenyl)piperidin-1-yl)-2-azaspiro[3.4]octane-2-carboxylate